CN(C1=CC(=NC=N1)N[C@H](C(=O)O)CCN(CCCCC1=NC=2NCCCC2C=C1)CCOC=1C(=NC=CC1)C)C (S)-2-((6-(dimethylamino)pyrimidin-4-yl)amino)-4-((2-((2-methylpyridin-3-yl)oxy)ethyl)(4-(5,6,7,8-tetrahydro-1,8-naphthyridin-2-yl)butyl)amino)butanoic acid